FC1=C(C(=CC=2CC[C@H](CC12)NCCC(C)O)O)N1CC(NS1(=O)=O)=O 5-{(7R)-1-fluoro-3-hydroxy-7-[(3-hydroxybutyl)amino]-5,6,7,8-tetrahydronaphthalen-2-yl}-1λ6,2,5-thiadiazolidine-1,1,3-trione